BrC=1C=C2CCN(CC2=C(C1)[C@H]1NCCC1)CC (S)-6-bromo-2-ethyl-8-(pyrrolidin-2-yl)-1,4-dihydroisoquinoline